ClC1=C(C=CC=C1)C1=C(C(=CC=C1)C1=NC(=C(C=C1)CNC1CC(C1)(C)O)OC)Cl 2,2'-dichloro-3'-(5-((((1s,3s)-3-hydroxy-3-methylcyclobutyl)amino)methyl)-6-methoxypyridin-2-yl)-[1,1'-biphenyl]